N-({3-nitro-4-[(1-tetrahydro-2H-pyran-4-ylpiperidin-4-yl)amino]phenyl}sulfonyl)-2-(1H-pyrrolo[2,3-b]pyridin-5-yloxy)benzamide [N+](=O)([O-])C=1C=C(C=CC1NC1CCN(CC1)C1CCOCC1)S(=O)(=O)NC(C1=C(C=CC=C1)OC=1C=C2C(=NC1)NC=C2)=O